CC1=NOC(=C1C1=CC2=C(N(C(=N2)[C@@H]2CCC(N2C2=CC(=CC=C2)OC(F)(F)F)=O)[C@H]2CN(CC2)S(=O)(=O)C)C=C1)C (S)-5-(5-(3,5-dimethylisoxazol-4-yl)-1-((R)-1-(methanesulfonyl)pyrrolidin-3-yl)-1H-benzo[d]imidazol-2-yl)-1-(3-(trifluoromethoxy)phenyl)pyrrolidin-2-one